2-amino-4,4-difluoro-3-methylbutanoic acid NC(C(=O)O)C(C(F)F)C